CN1N=C(C(=C1)N)O[C@@H]1COC[C@H]1C 1-methyl-3-(((3S,4R)-4-methyltetrahydrofuran-3-yl)oxy)-1H-pyrazol-4-amine